N,N,N-trimethyl-N-(2-hydroxypropyl)ammonium C[N+](CC(C)O)(C)C